COC1=C(C=C(C=C1)S(=O)(=O)N(CCC)C)N1C(CNCC1)C(F)(F)F 4-methoxy-N-methyl-N-propyl-3-[2-(trifluoromethyl)piperazin-1-yl]benzenesulfonamide